NC1=NC=NN2C1=C(C(=N2)C2=CC=C(C=C2)NC(C(=C)F)=O)C2=CC(=C(C(=O)NCC1CC1)C=C2)OC 4-(4-amino-6-(4-(2-fluoroacrylamido)phenyl)pyrazolo[5,1-f][1,2,4]triazin-5-yl)-N-(cyclopropylmethyl)-2-methoxybenzamide